1-ethyl-N-((S)-(7-(hydroxymethyl)imidazo[1,2-b]pyridazin-2-yl)((1r,4S)-4-methylcyclohexyl)methyl)-1H-pyrazole-5-carboxamide C(C)N1N=CC=C1C(=O)N[C@@H](C1CCC(CC1)C)C=1N=C2N(N=CC(=C2)CO)C1